BrC=1C=C(C=CC1)C1=NC2=CC=CC=C2C(=N1)N(CCC#N)CCC12CC3(CC(CC(C1)C3)C2)CC 3-{[2-(3-bromophenyl)quinazolin-4-yl][2-(3-ethyladamantan-1-yl)ethyl]amino}propanenitrile